NCC(=O)N1C(CCCC1)C(=O)NC=1SC2=C(N1)C=CC(=C2)OC(F)(F)F glycyl-N-(6-(trifluoromethoxy)benzo[d]thiazol-2-yl)piperidine-2-carboxamide